N-(3-Cyano-5-(3-fluorobenzyl)-4,5,6,7-tetrahydrothieno[3,2-c]pyridin-2-yl)-2-(2-methoxy-4-sulfamoylphenyl)acetamid C(#N)C1=C(SC2=C1CN(CC2)CC2=CC(=CC=C2)F)NC(CC2=C(C=C(C=C2)S(N)(=O)=O)OC)=O